C(C)OP([O-])[O-].C(C)SC(N)=[NH2+].C(C)SC(N)=[NH2+] S-ethylisothiouronium ethylphosphite